(2S,3S,4R,5R)-5-(2-chloro-6-((methyl-d3)-amino)-9H-purin-9-yl)-3,4-dihydroxy-N-methyl-tetrahydrofuran-2-carboxamide ClC1=NC(=C2N=CN(C2=N1)[C@H]1[C@@H]([C@@H]([C@H](O1)C(=O)NC)O)O)NC([2H])([2H])[2H]